6-(5-(3,5-dichloro-4-fluorophenyl)-5-(trifluoromethyl)-4,5-dihydroisoxazol-3-yl)-N-(1-((difluoromethyl)sulfonyl)azetidin-3-yl)-6,7-dihydro-5H-pyrrolo[3,4-d]pyrimidine-2-carboxamide ClC=1C=C(C=C(C1F)Cl)C1(CC(=NO1)N1CC=2N=C(N=CC2C1)C(=O)NC1CN(C1)S(=O)(=O)C(F)F)C(F)(F)F